tert-butyl (S)-3-((4-(((R)-1-(3-(difluoromethyl)-2-fluorophenyl)ethyl)amino)-7-methoxy cinnolin-6-yl)oxy)pyrrolidine-1-carboxylate FC(C=1C(=C(C=CC1)[C@@H](C)NC1=CN=NC2=CC(=C(C=C12)O[C@@H]1CN(CC1)C(=O)OC(C)(C)C)OC)F)F